(E)-5-(3-fluorostyryl)-2-isopropylpyridin-3-yl hydrogen sulfate S(=O)(=O)(OC=1C(=NC=C(C1)\C=C\C1=CC(=CC=C1)F)C(C)C)O